C(C1=CC=CC=C1)C1(CCC1)CNC(=O)C=1C=NC(=C(C1)O)C N-[(1-benzylcyclobutyl)methyl]-5-hydroxy-6-methylpyridine-3-carboxamide